N1(CCNCC1)C(=O)N1CC=2NN=C(C2C1)C=O (5-(piperazine-1-carbonyl)-1,4,5,6-tetrahydropyrrolo[3,4-c]pyrazol-3-yl)methanone